C12=C(C(=C(C(=C1Cl)Cl)Cl)Cl)OC3=C(O2)C(=C(C(=C3Cl)Cl)Cl)Cl Octachlorodibenzo-p-dioxin